2-((4-(trifluoromethyl)benzyl)thio)benzo[d]oxazole-5-carbonitrile FC(C1=CC=C(CSC=2OC3=C(N2)C=C(C=C3)C#N)C=C1)(F)F